N1(CCC1)CC1(CC1)NC(C(C)N1C=CC2=C(C=CC(=C12)F)C)=O N-(1-(azetidin-1-ylmethyl)cyclopropyl)-2-(7-fluoro-4-methyl-1H-indol-1-yl)propanamide